7-((4-(6-(1H-imidazol-2-yl)-2-methylpyridin-3-yl)piperazin-1-yl)methyl)-3-methyl-4-thioxo-3,4-dihydroquinazolin-2(1H)-one N1C(=NC=C1)C1=CC=C(C(=N1)C)N1CCN(CC1)CC1=CC=C2C(N(C(NC2=C1)=O)C)=S